C(C)C=1N=C(C2=C(N1)OC=C2C(=O)NCC=2N=C(SC2)C)NC2(CC2)C Ethyl-N-[(2-methyl-1,3-thiazol-4-yl)methyl]-4-[(1-methylcyclopropyl)amino]furo[2,3-d]pyrimidine-5-carboxamide